5-(5-chloro-2-(trifluoromethyl)benzylidene)-2-thioxothiazolidin-4-one ClC=1C=CC(=C(C=C2C(NC(S2)=S)=O)C1)C(F)(F)F